butyl 2-(4-(2,6-bis(benzyloxy)pyridin-3-yl)-2-fluorophenyl)-2,7-diazaspiro[3.5]nonane-7-carboxylate C(C1=CC=CC=C1)OC1=NC(=CC=C1C1=CC(=C(C=C1)N1CC2(C1)CCN(CC2)C(=O)OCCCC)F)OCC2=CC=CC=C2